(R)-N-(4-(2-methyl-1H-imidazol-1-yl)phenyl)-1-(pyridin-2-ylmethyl)piperidine-2-carboxamide CC=1N(C=CN1)C1=CC=C(C=C1)NC(=O)[C@@H]1N(CCCC1)CC1=NC=CC=C1